O1C(=CC=C1)B1OC(C)(C)C(C)(C)O1 furanboronic acid pinacol ester